ClC1=C(C=CC=C1)CS(=O)(=O)Cl (2-chlorophenyl)meth-anesulfonyl chloride